4-bromo-N-(2,5-dichloropyrimidin-4-yl)-1-(methylsulfonyl)indolin-7-amine BrC1=C2CCN(C2=C(C=C1)NC1=NC(=NC=C1Cl)Cl)S(=O)(=O)C